I.[C] carbon hydroiodic acid